7-(1-(2-Fluoro-6-methylphenyl)piperidin-4-yl)-2-methyl-5-(2-(trifluoromethyl)-benzyl)-pyrido[2,3-b]pyrazin-6(5H)-one FC1=C(C(=CC=C1)C)N1CCC(CC1)C1=CC=2C(=NC=C(N2)C)N(C1=O)CC1=C(C=CC=C1)C(F)(F)F